NC=1SC(=C(N1)C1=CCN(CC1)C(=O)OC(C)(C)C)C tert-butyl 4-(2-amino-5-methylthiazol-4-yl)-5,6-dihydropyridine-1(2H)-carboxylate